C1(CC1)S(=O)(=O)C=1C=C(C(=O)NC(C)C2=NC=CN=C2N2N=CC=N2)C=C(C1)C(F)(F)F 3-cyclopropylsulfonyl-N-[1-[3-(triazol-2-yl)pyrazin-2-yl]ethyl]-5-(trifluoromethyl)benzamide